tert-butyl 2-((2S,4R)-5-chloro-4-(6-cyano-2-fluoro-3-((S)-2-hydroxypropoxy)phenyl)-6-fluoro-2-phenyl-2,3-dihydrobenzofuran-2-yl)-4-hydroxy-4-methylpyrrolidine-1-carboxylate ClC=1C(=CC2=C(C[C@](O2)(C2=CC=CC=C2)C2N(CC(C2)(C)O)C(=O)OC(C)(C)C)C1C1=C(C(=CC=C1C#N)OC[C@H](C)O)F)F